3-(3-cyano-4-fluorophenyl)-1-(8-fluoro-6-oxo-1,4,5,6-tetrahydro-2H-pyrano[3,4-c]isoquinolin-1-yl)-1-methylurea C(#N)C=1C=C(C=CC1F)NC(N(C)C1COCC=2NC(C=3C=C(C=CC3C21)F)=O)=O